6-phenylphenanthridin C1(=CC=CC=C1)C=1N=C2C=CC=CC2=C2C=CC=CC12